2-(3-chlorophenyl)-N-((4R,5S,7R,8R,9S,10R)-8,10-dihydroxy-7-(hydroxymethyl)-9-(4-(3,4,5-trifluorophenyl)-1H-1,2,3-triazol-1-yl)-1,6-dioxaspiro[4.5]decan-4-yl)propanamide ClC=1C=C(C=CC1)C(C(=O)N[C@@H]1CCO[C@]12O[C@@H]([C@@H]([C@@H]([C@H]2O)N2N=NC(=C2)C2=CC(=C(C(=C2)F)F)F)O)CO)C